2-(6-{5-chloro-2-[(oxacyclohex-4-yl)amino]pyrimidin-4-yl}-4-fluoro-1-oxo-2,3-dihydro-1H-isoindol-2-yl)-N-[(1S)-2-hydroxy-1-(6-methoxypyridin-2-yl)ethyl]acetamide ClC=1C(=NC(=NC1)NC1CCOCC1)C1=CC(=C2CN(C(C2=C1)=O)CC(=O)N[C@H](CO)C1=NC(=CC=C1)OC)F